C(C)[Si](C=1C=C(C=CC1)C(=C)C1=CC=CC=C1)(OC)CC 1-[3-(diethylmethoxysilyl)phenyl]-1-phenylethylene